4-Bromo-2,3-difluoro-5-iodobenzoic acid BrC1=C(C(=C(C(=O)O)C=C1I)F)F